methyl-2-((4-(3-((((R)-1-(2-chlorophenyl)ethoxy)carbonyl) amino)thiophen-2-yl)phenyl)carbamoyl)cyclohexane-1-carboxylate COC(=O)C1C(CCCC1)C(NC1=CC=C(C=C1)C=1SC=CC1NC(=O)O[C@H](C)C1=C(C=CC=C1)Cl)=O